OCC1=CC=C(C(=N1)C=C)O 6-(hydroxymethyl)-2-vinylpyridin-3-ol